BrC1=CC=C2CC[C@H](C2=C1)OC1=C(C=CC(=C1)C#N)CC(=O)OCC (R)-ethyl 2-(2-((6-bromo-2,3-dihydro-1H-inden-1-yl)oxy)-4-cyanophenyl)acetate